O=C1NC(CCC1N1C(C2=CC=C(C=C2C1)C(=O)N1CC2(C1)CC(C2)C2=CC=C(C#N)C=C2)=O)=O 4-(2-(2-(2,6-dioxopiperidin-3-yl)-1-oxoisoindoline-5-carbonyl)-2-azaspiro[3.3]heptan-6-yl)benzonitrile